(R)-N-((2-(6-(9-oxa-2,6-diazaspiro[4.5]decan-2-yl)pyridin-2-yl)-1,6-naphthyridin-7-yl)methyl)-4-methyl-3-(methylsulfonyl)benzamide C1N(CC[C@@]12NCCOC2)C2=CC=CC(=N2)C2=NC1=CC(=NC=C1C=C2)CNC(C2=CC(=C(C=C2)C)S(=O)(=O)C)=O